C(C1=C(C=CC=C1)N(C([O-])=S)C1=C(C(=CC=C1)CCCCC)CCCCC)C1=C(C=CC=C1)N(C([O-])=S)C1=C(C(=CC=C1)CCCCC)CCCCC methylenediphenylene-bis(dipentylphenyl thiocarbamate)